2,3-dimethyl-6-(4,4,5,5-tetramethyl-1,3,2-dioxaborolan-2-yl)-3H-imidazo[4,5-b]pyridine CC1=NC=2C(=NC=C(C2)B2OC(C(O2)(C)C)(C)C)N1C